N-[4-Fluoro-5-[(1-fluorocyclobutyl)methylcarbamoyl]-2-methylphenyl]-2-methyl-1,3-thiazole-5-carboxamide FC1=CC(=C(C=C1C(NCC1(CCC1)F)=O)NC(=O)C1=CN=C(S1)C)C